C1=CC=CC=2C3=CC=CC=C3C(=CC12)C1=CC(=C(C=C1)C1=CC=CC=C1)B1OC(C(O1)(C)C)(C)C 2-[4-(9-phenanthrenyl)[1,1'-biphenyl]-2-yl]-4,4,5,5-tetramethyl-1,3,2-dioxaborolane